C1(CCCCCCC1CO)CO 1,8-cyclooctanedimethanol